S1C=CC2=C1CCC(C2)=NO 6,7-dihydro-4H-benzothiophen-5-one oxime